OC1=C(C=C(CC2=C(C=C(OCC(=O)NCC#C)C=C2C)C)C=C1)C(C)C 2-(4-(4-hydroxy-3-isopropylbenzyl)-3,5-dimethylphenoxy)-N-(prop-2-yn-1-yl)acetamide